CC(=CCCC(C)C1SCC(N1)C(=O)O)C 2-(6-methyl-5-hepten-2-yl)thiazolidine-4-carboxylic acid